ClC1=NC(=CC(=N1)C)N1CCN(CC1)C(C)C1=CC=CC=C1 2-chloro-4-methyl-6-(4-(1-phenylethyl)piperazin-1-yl)pyrimidine